2,4,4-Trimethylhexa-methylendiisocyanat CC(CN=C=O)CC(CCN=C=O)(C)C